3-chloro-4-[(2,4-difluorobenzyl)amino]-1-(2,6-difluorophenyl)-6-methylpyridin-2(1H)-one ClC=1C(N(C(=CC1NCC1=C(C=C(C=C1)F)F)C)C1=C(C=CC=C1F)F)=O